BrC1=CC=CC=2C=3N(C(=NC12)N[C@H]1C(NCCNC1)=O)N=C(N3)C=3C=NN(C3)CC3CCC3 (6R)-6-({7-bromo-2-[1-(cyclobutylmethyl)-1H-pyrazol-4-yl][1,2,4]triazolo[1,5-c]quinazolin-5-yl}amino)-1,4-diazepan-5-one